(R)-2-(tetrahydrofuran-3-yl)quinazoline-6-carbaldehyde O1C[C@H](CC1)C1=NC2=CC=C(C=C2C=N1)C=O